N-(3-methoxybenzyl)-N-(3-(4-methylpiperazin-1-yl)benzyl)-4-((2-morpholinoethoxy)methyl)aniline COC=1C=C(CN(C2=CC=C(C=C2)COCCN2CCOCC2)CC2=CC(=CC=C2)N2CCN(CC2)C)C=CC1